OC1CCN(CC1)C1=CC=C(C=C1)C(\C=C\C1=CC=CC=C1)=O (E)-1-[4-(4-Hydroxypiperidin-1-yl)phenyl]-3-phenylprop-2-en-1-one